CN1CC(CC1)C(=O)NC1=CC=C(C=C1)[As](O)O (4-(1-methylpyrrolidine-3-carboxamido)phenyl)arsonous acid